C(C)(C)(C)OC(=O)N[C@H](C(=O)OC(N1CCCCC1)=O)C(C)C oxopiperidin-1-ylmethyl (S)-2-tert-butoxycarbonylamino-3-methylbutyrate